2-(7-((2S,5R)-2,5-dimethyl-4-(1-(3-(trifluoromethyl)quinoxalin-6-yl)ethyl)piperazin-1-yl)-4-methyl-5-oxo-4,5-dihydro-2H-pyrazolo[4,3-b]pyridin-2-yl)acetonitrile C[C@@H]1N(C[C@H](N(C1)C(C)C=1C=C2N=C(C=NC2=CC1)C(F)(F)F)C)C=1C=2C(N(C(C1)=O)C)=CN(N2)CC#N